4-(4-(6-fluoro-1H-indazol-5-yl)phenyl)-N-(pyridin-3-yl)butanamide FC1=C(C=C2C=NNC2=C1)C1=CC=C(C=C1)CCCC(=O)NC=1C=NC=CC1